ClC=1C(=C(C=CC1)NC=1C2=C(N=CN1)C=CC(=N2)N2CC1(CCN1C(C=C)=O)C2)F 1-(6-(4-((3-Chloro-2-fluorophenyl)amino)pyrido[3,2-d]pyrimidin-6-yl)-1,6-diazaspiro[3.3]heptan-1-yl)prop-2-en-1-one